1-(3-(2-methoxyphenyl)isoxazole-5-yl)ethan-1-ol COC1=C(C=CC=C1)C1=NOC(=C1)C(C)O